CC1=C(C=CC=C1C(F)(F)F)C(C)NC1=NN=CC2=CC=C(C=C12)N1CCN(CC1)C N-{1-(2-methyl-3-(trifluoromethyl)phenyl)ethyl}-7-(4-methylpiperazin-1-yl)phthalazin-1-amine